3-hydroxy-2-carboxynaphthalene potassium salt [K+].OC=1C(=CC2=CC=CC=C2C1)C(=O)[O-]